3-(4-methyl-1,3-dithiolan-2-yl)-1-(4-methylbenzyl)-4-oxo-4H-pyrido[1,2-a]pyrimidinium CC1SC(SC1)C1=C[N+](=C2N(C1=O)C=CC=C2)CC2=CC=C(C=C2)C